2-Chloro-3-(isopropylthio)-N-(1-methyl-1H-1,2,4-triazol-5-yl)-4-(methylsulfonyl)benzamide ClC1=C(C(=O)NC2=NC=NN2C)C=CC(=C1SC(C)C)S(=O)(=O)C